(R)-3-((7-(3,4-dimethylphenyl)-5-methoxy-1,6-naphthyridin-4-yl)amino)-2,3-dihydrothiophene 1,1-dioxide CC=1C=C(C=CC1C)C1=NC(=C2C(=CC=NC2=C1)N[C@H]1CS(C=C1)(=O)=O)OC